N1NCC2C1=CC=CN2 tetrahydropyridinopyrazole